The molecule is an ammonium ion resulting from the protonation of the piperidine nitrogen of raloxifene. The major species at pH 7.3. It is a conjugate acid of a raloxifene. C1CC[NH+](CC1)CCOC2=CC=C(C=C2)C(=O)C3=C(SC4=C3C=CC(=C4)O)C5=CC=C(C=C5)O